O(C1=CC=CC=C1)C1=CC=C(C=C1)C1=NN2C(NCC[C@H]2C2CCN(CC2)C#CC)=C1C(=O)N (S)-2-(4-phenoxyphenyl)-7-(1-propynylpiperidin-4-yl)-4,5,6,7-tetrahydropyrazolo[1,5-a]pyrimidine-3-carboxamide